methyl ((1-((3-((5-ethyl-2-(2-(hydroxyamino)-2-iminoethoxy)phenyl)sulfonamido)-4-methoxybenzo[d]isoxazol-6-yl)methyl)-1H-pyrazol-4-yl)methyl)carbamate C(C)C=1C=CC(=C(C1)S(=O)(=O)NC1=NOC2=C1C(=CC(=C2)CN2N=CC(=C2)CNC(OC)=O)OC)OCC(=N)NO